3-(tert-butyl)-4-oxo-3,4-dihydroimidazo[5,1-d][1,2,3,5]tetrazine-8-carboxamide C(C)(C)(C)N1N=NC=2N(C1=O)C=NC2C(=O)N